C[SiH](Cl)CC1=CC=CC=C1 methyl-phenylmethylchlorosilane